dinitroamide [N+](=O)([O-])[N-][N+](=O)[O-]